C(C)(C)(C)OC(=O)N1CCC(CC1)N1CC(C1)N1N=C(C(=C1)N)C(F)F 4-(3-(4-amino-3-(difluoromethyl)-1H-pyrazol-1-yl)azetidin-1-yl)piperidine-1-carboxylic acid tert-butyl ester